ClC1=C(C(=O)NCC(=O)N[C@@H](CC(C)C)C(=O)ON2C(C3=CC=CC=C3C2=O)=O)C=C(C=C1)Cl 1,3-dioxoisoindolin-2-yl (2,5-dichlorobenzoyl)glycylleucinate